FC=1C=C(C=CC1F)NC(=O)C=1C=C(C=CC1F)S(=O)(=O)Cl 3-((3,4-difluorophenyl)carbamoyl)-4-fluorobenzene-1-sulfonyl chloride